ClC=1C=CC2=C(N=C(O2)SCC(=O)NC2=CC(=C(C(=O)OCC)C=C2)O)C1 Ethyl 4-(2-((5-chlorobenzo[d]oxazol-2-yl)thio)acetamido)-2-hydroxybenzoate